(3R,4S)-4-(5-chloro-1-methyl-pyrazol-4-yl)-2-oxo-pyrrolidine-3-carboxylic acid ClC1=C(C=NN1C)[C@@H]1[C@H](C(NC1)=O)C(=O)O